3-(N-(2-(2-allylpiperidin-1-yl)-5-(trifluoromethyl)phenyl)-N-(tert-butoxycarbonyl)sulfamoyl)-4-((tert-butoxycarbonyl)oxy)benzoate C(C=C)C1N(CCCC1)C1=C(C=C(C=C1)C(F)(F)F)N(S(=O)(=O)C=1C=C(C(=O)[O-])C=CC1OC(=O)OC(C)(C)C)C(=O)OC(C)(C)C